tert-butyl 4-[(2-bromo-6-fluorophenyl)hydroxymethyl]-1-piperidinecarboxylate BrC1=C(C(=CC=C1)F)C(C1CCN(CC1)C(=O)OC(C)(C)C)O